C[N+](CCC)(C)[O-] N,N-dimethylpropane-1-amine oxide